1-(pyrimidin-4-yl)methylamine N1=CN=C(C=C1)CN